N-carbamyl-D-p-hydroxyphenylglycine C(N)(=O)N[C@H](C1=CC=C(C=C1)O)C(=O)O